1,2-cyclohexanedicarboxylic acid, di-isononyl ester C1(C(CCCC1)C(=O)OCCCCCCC(C)C)C(=O)OCCCCCCC(C)C